tert-butyl (S)-(3-hydroxy-3-(3-(trifluoromethyl)phenyl)propoxy)carbamate O[C@@H](CCONC(OC(C)(C)C)=O)C1=CC(=CC=C1)C(F)(F)F